tert-butyl 4-(2-fluoro-5-(4-(trifluoromethyl)-6-(2-(trimethylsilyl) ethoxy) nicotinamido)-4-((3S,5R)-3,4,5-trimethylpiperazin-1-yl)phenyl)-5,6-dihydropyridine-1(2H)-carboxylate FC1=C(C=C(C(=C1)N1C[C@@H](N([C@@H](C1)C)C)C)NC(C1=CN=C(C=C1C(F)(F)F)OCC[Si](C)(C)C)=O)C1=CCN(CC1)C(=O)OC(C)(C)C